FC=1C=C(CCN2N=CC(=C2)CNC2=NC=3N([C@H](C(NC3C(=N2)C)=O)C)C)C=C(C1)F (7S)-2-(((1-(3,5-difluorophenethyl)-1H-pyrazol-4-yl)methyl)amino)-4,7,8-trimethyl-7,8-dihydropteridin-6(5H)-one